[4-(5-chlorooxazolo[4,5-b]pyridin-2-yl)piperazin-1-yl]-[4-[2-(2,2-dimethylpropyl)triazol-4-yl]-3,5-difluoro-phenyl]methanone ClC1=CC=C2C(=N1)N=C(O2)N2CCN(CC2)C(=O)C2=CC(=C(C(=C2)F)C2=NN(N=C2)CC(C)(C)C)F